4-(benzo[d][1,3]dioxol-5-ylmethyl)-6-(naphthalen-2-yl)pyrimidine-2,4-diamine O1COC2=C1C=CC(=C2)CC2(NC(=NC(=C2)C2=CC1=CC=CC=C1C=C2)N)N